C(C)(C)(C)OC(=O)N1C(C[C@@H](C1)CCCN)(C)C.C1(=CC=CC=C1)[B-](C1=CC=CC=C1)(C1=CC=CC=C1)C1=CC=CC=C1.NC1=CC=CC=C1 aniline tetraphenyl-borate tert-butyl-(4S)-4-(3-aminopropyl)-2,2-dimethyl-pyrrolidine-1-carboxylate